BrC=1C=C(C=C(C1)F)C=1C=C(C(=O)O)C=C(N1)OC=1C=NC(=CC1)N1CCN(CC1)C(=O)OC(C)(C)C 2-(3-bromo-5-fluorophenyl)-6-((6-(4-(tert-butoxycarbonyl)piperazin-1-yl)pyridin-3-yl)oxy)isonicotinic acid